NCC1=CC2=C(N(C(=N2)CN2C(N(C3=C2C=NC=C3)CC(F)(F)F)=O)CCC(C)C)C=C1 3-((5-(aminomethyl)-1-isopentyl-1H-benzo[d]imidazol-2-yl)methyl)-1-(2,2,2-trifluoroethyl)-1,3-dihydro-2H-imidazo[4,5-c]pyridin-2-one